C(C1=CC(C(=O)OCCCCC(C)C)=CC=C1)(=O)OCCCCC(C)C di(isoheptyl) isophthalate